CC1=NOC2=C1C=C(C=C2)N2C(NC1=C2C=CC=C1)=O 1-(3-methylbenzo[d]isoxazol-5-yl)-1H-benzo[d]imidazol-2(3H)-one